[Pd](Cl)Cl.C(C)(C)(C)P(C1=CC=CC=C1)C(C)(C)C bis-tert-butylphenylphosphine palladium dichloride